manganese iron lithium manganese phosphate P(=O)([O-])([O-])[O-].[Mn+2].[Li+].[Fe+2].[Mn+2]